(S)-6-(((1-(1-(tert-butyl)piperidin-4-yl)-1H-1,2,3-triazol-4-yl)(6-methoxypyridin-3-yl)methyl)amino)-8-chloro-4-((3-chloro-4-fluorophenyl)amino)quinoline-3-carbonitrile C(C)(C)(C)N1CCC(CC1)N1N=NC(=C1)[C@H](C=1C=NC(=CC1)OC)NC=1C=C2C(=C(C=NC2=C(C1)Cl)C#N)NC1=CC(=C(C=C1)F)Cl